3-[diethoxy(methyl)silyl]propyl-succinic acid C(C)O[Si](CCCC(C(=O)O)CC(=O)O)(C)OCC